NC1=C(C=CC2=CC=CC=C12)O 1-aminonaphthalen-2-ol